N[C@@H](CCCC(=O)O)C1=C(C=CC=C1)N(C)C (5S)-5-AMINO-5-[2-(DIMETHYLAMINO)PHENYL]PENTANOIC ACID